C(=O)(OC(C)(C)C)N[C@@H]1CC[C@@H](CC1)N 1-N-Boc-cis-1,4-cyclohexanediamine